CO[Si](CCCN(CC=C)CCC[Si](OC)(OC)OC)(OC)OC N,N-bis[3-(trimethoxysilyl)propyl]-2-propene-1-amine